C12CN(CC2C1)C1=C(C=C(C(=N1)C)CN1N=CC(=C1)C(=O)O)Br 1-[(6-{3-azabicyclo[3.1.0]hex-3-yl}-5-bromo-2-methylpyridin-3-yl)methyl]-1H-pyrazole-4-carboxylic acid